(S)-1-(4-(2-fluoro-3-methoxyphenoxy)phenyl)-3-(piperidin-2-yl)imidazo[1,5-a]pyrazine FC1=C(OC2=CC=C(C=C2)C=2N=C(N3C2C=NC=C3)[C@H]3NCCCC3)C=CC=C1OC